4-Fluoro-3-(1-isopropylimidazol-4-yl)-N-[(4-methoxyphenyl)methyl]-N-methyl-benzenesulfonamide FC1=C(C=C(C=C1)S(=O)(=O)N(C)CC1=CC=C(C=C1)OC)C=1N=CN(C1)C(C)C